Anti-arachidonic acid C(CCC\C=C/C\C=C/C\C=C/C\C=C/CCCCC)(=O)O